FC=1C(=CC(=NC1)OC)C1=CC(=NN1)C(=O)N1C2(CC2)C[C@H](CC1)C(=O)N[C@H]1COC[C@H]1N1CCOCC1 (S)-4-(5-(5-fluoro-2-methoxypyridin-4-yl)-1H-pyrazole-3-carbonyl)-N-((3R,4S)-4-morpholinotetrahydrofuran-3-yl)-4-azaspiro[2.5]octane-7-carboxamide